(S)-1-(5-(5-methyl-3-oxo-2,3-dihydropyridazin-4-yl)-1H-pyrrole-2-carbonyl)-N-(3,4,5-trifluorophenyl)pyrrolidine-3-carboxamide CC1=C(C(NN=C1)=O)C1=CC=C(N1)C(=O)N1C[C@H](CC1)C(=O)NC1=CC(=C(C(=C1)F)F)F